C(C)(C)(C)OC(=O)NCCC1=C(C=CC(=C1)F)NC1=C(C(=O)OC)C=C(C=C1)C(F)(F)F methyl 2-((2-(2-((tert-butoxycarbonyl)amino)ethyl)-4-fluorophenyl)amino)-5-(trifluoro-methyl)benzoate